3-methoxy-N-(7-azaspiro[3.5]non-2-yl)benzamide COC=1C=C(C(=O)NC2CC3(C2)CCNCC3)C=CC1